N-(7-Cyclopentylpyrazolo[1,5-a]pyrimidin-6-yl)-N'-{5-methyl-6-[5-({3-[(5-oxopentyl)oxy]propoxy}methyl)-1,2,4-oxadiazol-3-yl]pyridin-3-yl}urea C1(CCCC1)C1=C(C=NC=2N1N=CC2)NC(=O)NC=2C=NC(=C(C2)C)C2=NOC(=N2)COCCCOCCCCC=O